sodium 4-(butoxy carbonyl)-2,6-dihydroxybenzenesulfonate C(CCC)OC(=O)C1=CC(=C(C(=C1)O)S(=O)(=O)[O-])O.[Na+]